FC(C)(F)C=1C=C(C=CC1)NC(=O)C=1C=NC(=NC1)C1=CC=C(C=C1)OC(F)F N-(3-(1,1-difluoroethyl)phenyl)-2-(4-(difluoromethoxy)phenyl)-pyrimidine-5-carboxamide